NC1=C(C(=NN1C1(CC1)C)C1=CC=C(C=C1)C(C)C(NC1=CC(=NO1)C12CC(C1)(C2)C)=O)C(=O)N 5-Amino-3-[4-[1-[(3-[3-methylbicyclo[1.1.1]pentan-1-yl]-1,2-oxazol-5-yl)carbamoyl]ethyl]phenyl]-1-(1-methylcyclopropyl)pyrazole-4-carboxamide